7-(5-(5-((Trans)-4-aminocyclohexyl)-1,3,4-thiadiazol-2-yl)-4-(isopropylamino)pyridin-2-yl)pyrrolo[1,2-b]pyridazine-3-carbonitrile, bis-hydrochloride Cl.Cl.N[C@@H]1CC[C@H](CC1)C1=NN=C(S1)C=1C(=CC(=NC1)C1=CC=C2N1N=CC(=C2)C#N)NC(C)C